tert-Butyl (3S)-3-[[2-[4-(4-chlorophenyl)-5-(4-pyridyl)imidazol-1-yl]acetyl]amino]pyrrolidine-1-carboxylate ClC1=CC=C(C=C1)C=1N=CN(C1C1=CC=NC=C1)CC(=O)N[C@@H]1CN(CC1)C(=O)OC(C)(C)C